C1CC12COCCN(C2)CC2=CC(=C1CN(C(C1=C2)=O)C=2C=C(C=CC2)C2(CC(C2)C#N)CC2=NN=CN2C)C(F)(F)F (1r,3r)-3-(3-(6-((5-oxa-8-azaspiro[2.6]nonan-8-yl)methyl)-1-oxo-4-(trifluoromethyl)isoindolin-2-yl)phenyl)-3-((4-methyl-4H-1,2,4-triazol-3-yl)methyl)cyclobutane-1-carbonitrile